N-(4-Cyanobenzyl)-6-((1-((1-hydroxy-3-methoxy-2-methylpropan-2-yl)sulfonyl)cyclopropyl)methyl)-1-methyl-7-oxo-4,5,6,7-tetrahydro-1H-pyrazolo[3,4-c]pyridine-3-carboxamide C(#N)C1=CC=C(CNC(=O)C2=NN(C=3C(N(CCC32)CC3(CC3)S(=O)(=O)C(CO)(COC)C)=O)C)C=C1